C(CCC)C(COC(CCCCC)=O)CCCCCC 6-((2-butyloctyl)oxy)-6-oxohexane